strontium praseodymium [Pr].[Sr]